ClC1=CC=C(C=C1)[C@H](NC(=O)[C@H]1NC(NC1)=O)C1=CC=2CC(C2C=C1)(F)F (S)-N-((S)-(4-chlorophenyl)(7,7-difluoro-bicyclo[4.2.0]oct-1(6),2,4-trien-3-yl)methyl)-2-oxoimidazolidine-4-carboxamide